2-{6-Cyclopropyl-4-[4-fluoro-2-(4-methyl-1,2,4-triazol-3-yl)phenyl]pyridin-2-yl}-6-{[(1-hydroxycyclobutyl)methoxy]methyl}-4-(trifluoromethyl)-3H-isoindol-1-one C1(CC1)C1=CC(=CC(=N1)N1C(C2=CC(=CC(=C2C1)C(F)(F)F)COCC1(CCC1)O)=O)C1=C(C=C(C=C1)F)C1=NN=CN1C